ClC1=CC=2C(=C(N=NC2N[C@H](C)C=2C(=C(C#N)C=CC2)C(F)(F)F)C)C=N1 (R)-3-(1-((7-chloro-4-methylpyrido[3,4-d]pyridazin-1-yl)amino)ethyl)-2-(trifluoromethyl)benzonitrile